C1(CCCCC1)N1C=NC(=C1)CN(C(=O)[C@@H]1N(CC1)C(=O)OC(C)(C)C)C=1C=C2C=NN(C(C2=CC1)=O)C tert-butyl (R)-2-(((1-cyclohexyl-1H-imidazol-4-yl)methyl)(2-methyl-1-oxo-1,2-dihydrophthalazin-6-yl) carbamoyl)azetidine-1-carboxylate